(1-methyl-2-methyl-1-propen-1-yl)benzo[d]isoxazole CC(=C(C)C)C1=NOC2=C1C=CC=C2